SC(C(=O)OCC(COC(C(C)(C)S)=O)(COC(C(C)(C)S)=O)COC(C(C)(C)S)=O)(C)C pentaerythritol tetrakis(2-mercapto isobutyrate)